CP(O)(O)=O.N12CCCN=C2CCC1 1,5-diazabicyclo[4.3.0]non-5-ene methylphosphonate